ClC=1C(=CC(=C(CN[C@@](C(=O)O)(CO)C)C1)OCC=1C=NC=C(C1)C#N)OCC=1C(=C(C=CC1)C1=C(C(=CC=C1)C1=CC=C(C=C1)OC1CN2CCC1CC2)C)C (2R)-2-((5-chloro-2-((5-cyanopyridin-3-yl)methoxy)-4-((2,2'-dimethyl-4''-(quinuclidin-3-yloxy)-[1,1':3',1''-terphenyl]-3-yl)methoxy)benzyl)amino)-3-hydroxy-2-methylpropanoic acid